triazinooxadiazole O1N=NC2=C1C=NN=N2